CC=1C(=NC=CN1)C1=CC=C(C=C1)C1=NNC2=NC=C(C=C21)C=2C=CC1=C(CC[C@H](CC1)N1C3COCC1C3)C2 6-[(7S)-2-{3-[4-(3-Methylpyrazin-2-yl)phenyl]-1H-pyrazolo[3,4-b]pyridin-5-yl}-6,7,8,9-tetrahydro-5H-benzo[7]annulen-7-yl]-3-oxa-6-azabicyclo[3.1.1]heptane